N(=C=O)C1(C(C(=CC=C1)N=C=O)C)C 1,3-diisocyanato-xylene